1-(4,5-difluoro-1H-benzimidazol-2-yl)methanamine hydrogen chloride Cl.FC1=C(C=CC=2NC(=NC21)CN)F